OC=1C2=C(N=C(N1)NC(=O)OC)C(=NN2CC=2C=CC(=C1C=CC=NC21)C2CCN(CC2)C(=O)OC(C)(C)C)I tert-butyl 4-(8-((7-hydroxy-3-iodo-5-((methoxycarbonyl)amino)-1H-pyrazolo[4,3-d]pyrimidin-1-yl)methyl)quinolin-5-yl)piperidine-1-carboxylate